N(C(=O)C)C=1C=C(C=CC1)OC1=CC=C(C=C1)C=1C=C(C(NC1C(F)(F)F)=O)C(=O)N 5-(4-((3-Acetaminophenyl)oxy)phenyl)-2-oxo-6-(trifluoromethyl)-1,2-dihydropyridine-3-carboxamide